5-(2-pyridyl)-1H-tetrazole N1=C(C=CC=C1)C1=NN=NN1